5-(3,4-dimethyl-1,2-oxazol-5-yl)thiophen CC1=NOC(=C1C)C1=CC=CS1